CC(=CC(C)=O)CCC=C(C)C 4,8-Dimethylnon-3,7-dien-2-one